Cl.NCCN1[Se]C2=C(C1=O)C=C(C=C2)OC 2-(2-Aminoethyl)-5-methoxy-1,2-benzisoselenazol-3(2H)-one hydrochloride